FCCOC1=C(C=C(C(=O)O)C=C1)OC 4-(2-fluoroethoxy)-3-methoxybenzoic acid